1-bromo-4-(4-propylcyclohex-1-enyl)benzene BrC1=CC=C(C=C1)C1=CCC(CC1)CCC